CN(C)C1CC(C1)SC(C1=CC=CC=C1)(C1=CC=CC=C1)C1=CC=CC=C1 N,N-dimethyl-3-tritylsulfanyl-cyclobutylamine